3-Chloro-6,7-dimethylphenazin-1-ol ClC=1C=C(C2=NC3=CC=C(C(=C3N=C2C1)C)C)O